4-[[(2S,3S,4S,5S)-3-(3,4-difluoro-2-methoxy-phenyl)-4,5-dimethyl-5-(trifluoromethyl)tetrahydrofuran-2-carbonyl]amino]pyridine-2-carboxamide FC=1C(=C(C=CC1F)[C@H]1[C@H](O[C@@]([C@H]1C)(C(F)(F)F)C)C(=O)NC1=CC(=NC=C1)C(=O)N)OC